FC1=C(C(=CC=C1)F)C1=NN(C=C1C1=NC=NC2=CC(=C(C=C12)NC(=O)C1CC1)OC)C N-(4-(3-(2,6-difluorophenyl)-1-methyl-1H-pyrazol-4-yl)-7-methoxyquinazolin-6-yl)cyclopropanecarboxamide